5-[4-(2-carboxyethyl) phenyl]-2-pyridinecarboxylate C(=O)(O)CCC1=CC=C(C=C1)C=1C=CC(=NC1)C(=O)[O-]